(R,E)-N-(4-((4-([1,2,4]triazolo[1,5-c]pyrimidin-7-yloxy)-2-methoxy-5-methylphenyl)amino)-7-methoxyquinazolin-6-yl)-2-fluoro-3-(1-methylpyrrolidin-2-yl)acrylamide N=1C=NN2C=NC(=CC21)OC2=CC(=C(C=C2C)NC2=NC=NC1=CC(=C(C=C21)NC(/C(=C\[C@@H]2N(CCC2)C)/F)=O)OC)OC